BrC(=CNO)Br N-(2,2-dibromovinyl)hydroxylamine